N[C@@H](CO)C1=CC=C(C=C1)N1N=CN=C1 (2R)-2-amino-2-[4-(1H-1,2,4-triazol-1-yl)phenyl]ethan-1-ol